dipalladium dibenzylideneacetone C(C1=CC=CC=C1)=CC(=O)C=CC1=CC=CC=C1.[Pd].[Pd]